C(C)(C)C1=C(C(=CC=C1)C(C)C)N1C(N(CC1)C1=C(C=CC=C1C(C)C)C(C)C)=O 1,3-bis(2,6-diisopropyl-phenyl)imidazolidinone